6-Bromo-7-(methoxymethoxy)quinolin-2(1H)-one BrC=1C=C2C=CC(NC2=CC1OCOC)=O